(2S)-4-(3-chlorophenyl)-2-(methylamino)butanoic acid ClC=1C=C(C=CC1)CC[C@@H](C(=O)O)NC